2-(5-bromo-2,1-benzothiazol-3-yl)propan-2-ol BrC=1C=CC=2C(=C(SN2)C(C)(C)O)C1